NC=1C=C(C=C2C=C(N=NC12)NC(OC(C)C)=O)C=1C=NN(C1)C Isopropyl N-[8-amino-6-(1-methylpyrazol-4-yl)cinnolin-3-yl]carbamate